C(C)(C)(C)OC(C=CC1=CC=C(C=C1)C1=CC(=C(C=C1)OCC(NO)=O)C12CC3CC(CC(C1)C3)C2)=O 3-(3'-Adamantan-1-yl-4'-hydroxycarbamoylmethoxy-biphenyl-4-yl)acrylic acid tert-butyl ester